C(C)(C)(C)OCC(F)C1=NC=CC(=C1)Cl (2-tert-butoxy-1-fluoro-ethyl)-4-chloro-pyridine